N-(3-methylphenyl)amide CC=1C=C(C=CC1)[NH-]